CNS(=O)(=O)C1=CC=C(NS(=O)(C2=CC=C(C=C2)N)=O)C=C1 4'-(methylsulfamoyl)sulfanilanilide